OCC(C)(C)NC(=O)C1CN(C1)C1=CC(=C2C(C(=CN(C2=N1)C=1SC=CN1)C(=O)O)=O)C 7-{3-[(1-hydroxy-2-methylpropan-2-yl)carbamoyl]azetidin-1-yl}-5-methyl-4-oxo-1-(1,3-thiazol-2-yl)-1,4-dihydro-1,8-naphthyridine-3-carboxylic acid